C(C)(C)(C)OC(=O)N1C[C@H]2CC[C@@H](C1)C2(O)CN2C=NC(=CC2=O)C2=C(C=CC=C2)F (1R,5S)-8-((4-(2-fluorophenyl)-6-oxopyrimidin-1(6H)-yl)methyl)-8-hydroxy-3-azabicyclo[3.2.1]Octane-3-carboxylic acid tert-butyl ester